N-[3-chloro-2-(2,6-difluorobenzoyl)phenyl]acetamide ClC=1C(=C(C=CC1)NC(C)=O)C(C1=C(C=CC=C1F)F)=O